C1=CC=CC=2C3=CC=CC=C3C(C12)COC(=O)NC[C@@H](C(=O)OCC1=CC=CC=C1)COCCC Benzyl (2R)-2-(9-fluorenyl)methoxycarbonylaminomethyl-3-n-propoxypropionate